FC(C)(F)C=1C=C(C=CC1)NC(=O)C=1C(=NN(C1)C=1C=C(C(=C(C1)C1=CC=CC=C1)OC(F)F)C1=CC=CC=C1)C N-(3-(1,1-difluoroethyl)phenyl)-1-(2'-(difluoromethoxy)-[1,1':3',1''-terphenyl]-5'-yl)-3-methyl-1H-pyrazole-4-carboxamide